N-methyl-N-(p-tolyl)methacrylamide CN(C(C(=C)C)=O)C1=CC=C(C=C1)C